O1C(OC2=C1C=C1C=CC3(C1=C2)CCC(CC3)C(=O)O)C(=O)O spiro[cyclohexane-1,5'-indeno[5,6-d][1,3]dioxole]-2',4-dicarboxylic acid